C[N+](CCOP(=O)([O-])[O-])(C)C.[Cl-].[Ca+2] calcium chloride 2-(trimethylammonio)ethyl-phosphate